CN1C(N(C2=C1C(=CC=C2)NCC2CC1(C2)CCC(CC1)NC)C1C(NC(CC1)=O)=O)=O 3-[3-Methyl-4-[[7-(methylamino)spiro[3.5]nonan-2-yl]methylamino]-2-oxo-benzimidazol-1-yl]piperidine-2,6-dione